CC1(CCN2N=C(C=C21)NC(C2=CC(=C(C=C2)C)C#CC=2C=NC=CC2)=O)C N-(4,4-dimethyl-5,6-dihydropyrrolo[1,2-b]pyrazol-2-yl)-4-methyl-3-[2-(3-pyridyl)ethynyl]benzamide